5-(6-Chloro-1-(tetrahydro-2H-pyran-2-yl)-4-(4,4,5,5-tetramethyl-1,3,2-dioxaborolan-2-yl)-1H-indazol-5-yl)pentanoic acid ClC1=C(C(=C2C=NN(C2=C1)C1OCCCC1)B1OC(C(O1)(C)C)(C)C)CCCCC(=O)O